(S)-1,1,1-Trifluoro-2-((S)-9-(1-(hydroxymethyl)-2-oxabicyclo[2.2.2]octan-4-yl)-5-methyl-5,6-dihydroimidazo[1,5-a]pyrazolo[5,1-c]pyrazin-3-yl)propan-2-ol FC([C@@](C)(O)C1=NC=C2N1[C@H](CN1C2=CC(=N1)C12COC(CC1)(CC2)CO)C)(F)F